C(C)(C)(C)OC(=O)N1CC2CCC1C2 3-azabicyclo[2.2.1]heptane-3-carboxylic acid tert-butyl ester